BrC1=CC(=CC=2N(C(N(C21)C)=O)C)Cl 4-bromo-6-chloro-1,3-dimethyl-benzimidazol-2-one